5-(1-(8-(Cyclopropylmethyl)-8-azabicyclo[3.2.1]octan-3-yl)piperidin-4-yl)-7-fluoro-1-methyl-2-(4-(methylsulfonyl)phenyl)-1H-benzo[d]imidazol C1(CC1)CN1C2CC(CC1CC2)N2CCC(CC2)C2=CC1=C(N(C(=N1)C1=CC=C(C=C1)S(=O)(=O)C)C)C(=C2)F